COC1=CC(=C(C=C1NC1=NC=NC(=C1)N1OCC[C@@H]1C=1C=NC(=CC1)C)NC(C=C)=O)N(C)CCOC N-(4-methoxy-2-((2-methoxyethyl)(methyl)amino)-5-((6-((R)-3-(6-methylpyridine-3-yl)isoxazolidine-2-yl)pyrimidine-4-yl)amino)phenyl)acrylamide